(1R,15S)-1-azido-10-oxo-3,6-dioxa-13-thia-9-azahexadecane N(=[N+]=[N-])CCOCCOCCNC(CCSCCC)=O